C1(CC1)C1=C(C(=NO1)C1=C(C=CC=C1)C(F)(F)F)C1=CC2(C1)CCN(CC2)C=2SC1=C(N2)C(=CC(=C1)C(=O)NCC(=O)O)F (2-(2-(5-cyclopropyl-3-(2-(trifluoromethyl)phenyl)isoxazol-4-yl)-7-azaspiro[3.5]non-1-en-7-yl)-4-fluorobenzo[d]thiazole-6-carbonyl)glycine